C(CCC)N1C2=CC=C(C=C2C=2C=CN=C(C12)C)NC(=O)NC1=CC=C(C=C1)Cl 1-(9-butyl-1-methyl-β-carbolin-6-yl)-3-(4-chlorophenyl)urea